2-((4-amino-1-(tetrahydro-2H-pyran-2-yl)-1H-pyrazolo[3,4-d]pyrimidin-6-yl)oxy)ethyl(2-chlorophenyl)(3-(hydroxymethyl)phenyl)phosphoramide NC1=C2C(=NC(=N1)OCCNP(=O)(N(C1=CC(=CC=C1)CO)C1=C(C=CC=C1)Cl)N)N(N=C2)C2OCCCC2